((2r,4r,5r)-5-amino-4-fluorotetrahydro-2H-pyran-2-yl)((S)-1-(4-fluorophenyl)-3,4-dihydroisoquinolin-2(1H)-yl)methanone N[C@H]1[C@@H](C[C@@H](OC1)C(=O)N1[C@H](C2=CC=CC=C2CC1)C1=CC=C(C=C1)F)F